COC(COC=1C=NC=CC1C1=C(C=2C(NCCC2N1)=O)NC1=C(C=CC=C1)C(F)(F)F)(C)C 2-[3-(2-methoxy-2-methylpropoxy)pyridin-4-yl]-3-[2-(trifluoromethyl)anilino]-1,5,6,7-tetrahydro-4H-pyrrolo[3,2-c]pyridin-4-one